COC=1C(=C(C=CC1)O)[N+](=O)[O-] Z-methoxynitrophenol